C1(CCCC1)NC(=O)OC=1C=CC(=C(C1)C=1C=C(C=NC1)C=1N(C=CC1)C(=O)OC(C)(C)C)OC tert-butyl 2-(5-(5-((cyclopentylcarbamoyl)oxy)-2-methoxyphenyl)pyridin-3-yl)-1H-pyrrole-1-carboxylate